(bromomethyl)-3-(2-methoxyphenyl)-1-phenyl-1H-pyrazole BrCC=1C(=NN(C1)C1=CC=CC=C1)C1=C(C=CC=C1)OC